CC=1C=2N(C=C(C1)C1=CC(=C3C(=NNC3=C1)OC1CCN(CC1)CC=1N=NN(C1)C)C)N=CN2 8-methyl-6-(4-methyl-3-((1-((1-methyl-1H-1,2,3-triazol-4-yl)methyl)piperidin-4-yl)oxy)-1H-indazol-6-yl)-[1,2,4]triazolo[1,5-a]pyridine